C(C)(C)(C)OC(=O)N[C@@H](CC(=O)OCC)C=1C=C(C=C(C1F)C1CC1)C1=C(C=C(C=C1OCCCC=C)C1CC1)C Ethyl (S)-3-((tert-butoxycarbonyl)amino)-3-(4',5-dicyclopropyl-4-fluoro-2'-methyl-6'-(pent-4-en-1-yloxy)-[1,1'-biphenyl]-3-yl)propanoate